3-[3-bromo-4-[(2,4-difluorobenzyl)oxy]-6-(hydroxymethyl)-2-oxopyridin-1(2H)-yl]-N-(2-hydroxyethyl)-4-methylbenzamide BrC=1C(N(C(=CC1OCC1=C(C=C(C=C1)F)F)CO)C=1C=C(C(=O)NCCO)C=CC1C)=O